(2R)-6-chloro-4-oxo-N-[3-(4-{[2-(trifluoromethoxy)ethyl]amino}-1H-pyrazol-1-yl)bicyclo[1.1.1]pentan-1-yl]-3,4-dihydro-2H-1-benzopyran-2-carboxamide ClC=1C=CC2=C(C(C[C@@H](O2)C(=O)NC23CC(C2)(C3)N3N=CC(=C3)NCCOC(F)(F)F)=O)C1